6-(5-((2-fluoro-5-(trifluoromethoxy)benzyl)carbamoyl)thiophen-3-yl)-N-methyl-1H-indazole-3-carboxamide FC1=C(CNC(=O)C2=CC(=CS2)C2=CC=C3C(=NNC3=C2)C(=O)NC)C=C(C=C1)OC(F)(F)F